tert-butyl ((1S,2S,4r,7S)-1-hydroxy-2-((R)-5H-imidazo[5,1-a]isoindol-5-yl)spiro[3.5]nonan-7-yl)carbamate O[C@H]1[C@@H](CC12CCC(CC2)NC(OC(C)(C)C)=O)[C@H]2N1C(C3=CC=CC=C23)=CN=C1